N-(1-(6,7-Difluoro-1-oxo-1,2-dihydroisoquinolin-4-yl)ethyl)-N-methyl-1H-pyrrolo[2,3-b]pyridine-2-carboxamide FC=1C=C2C(=CNC(C2=CC1F)=O)C(C)N(C(=O)C1=CC=2C(=NC=CC2)N1)C